tert-butyl N-tert-butoxycarbonyl-N-(5-oxo-6,7-dihydropyrrolo[3,4-b]pyridin-3-yl)carbamate C(C)(C)(C)OC(=O)N(C(OC(C)(C)C)=O)C=1C=C2C(=NC1)CNC2=O